OC=1C=C(C2=CC=CC=C2C1)N1CC=2N=C(N=C(C2CC1)N1CCN(CC1)C(C=C)=O)OC[C@H]1CCC(N1C(=O)OC(C)(C)C)(C)C tert-Butyl (5R)-5-[[7-(3-hydroxy-1-naphthyl)-4-(4-prop-2-enoylpiperazin-1-yl)-6,8-dihydro-5H-pyrido[3,4-d]pyrimidin-2-yl]oxymethyl]-2,2-dimethyl-pyrrolidine-1-carboxylate